C(C)(=O)OCC1CC2CN3C1C(C=1N(C4=CC=C(C=C4C1CC3=O)OC)C)C2 (2-methoxy-5-methyl-12-oxo-6,6a,7,8,9,10,12,13-octahydro-5H-6,9-methanopyrido[1',2':1,2]azepino[4,5-b]indol-7-yl)methyl acetate